tert-Butyl(3-(dimethylamino)propyl)(methyl)carbamate C(C)(C)(C)OC(N(C)CCCN(C)C)=O